C(#N)C=1N=C(OC1)C1=CC2=C(C=C1)C1=C(C(N([C@](CO1)(C(=O)NCC1=NC=CC=C1OC)C)CC(=O)N(C)C)=O)O2 (R)-8-(4-cyanooxazol-2-yl)-4-(2-(dimethylamino)-2-oxoethyl)-N-((3-methoxypyridin-2-yl)methyl)-3-methyl-5-oxo-2,3,4,5-tetrahydrobenzofuro[2,3-f][1,4]oxazepine-3-carboxamide